OC=1C=C(C=C(C1)O)CC(=O)Cl 3,5-dihydroxyphenylacetyl chloride